tert-butyl 8-(6-nitropyridin-3-yl)-2,8-diazaspiro[4.5]decane-2-carboxylate [N+](=O)([O-])C1=CC=C(C=N1)N1CCC2(CCN(C2)C(=O)OC(C)(C)C)CC1